ClC1=C(C2=C(NC(O[C@@]23CN(CCC3)C(=O)C3=CN=C(N3)C(O)C3=CC=C(C=C3)F)=O)C=C1)F (3'R)-6-Chloro-5-fluoro-1'-(2-((4-fluorophenyl)(hydroxy)methyl)-1H-imidazole-5-carbonyl)spiro[benzo[d][1,3]oxazine-4,3'-piperidin]-2(1H)-one